C(#N)C=1C=CC(=C(C1)C1=CC(=NC=C1C(=O)NC=1SC2=NC(=CC=C2N1)C1=CC=C(C=C1)C1(CC1)C#N)C)OC 4-(5-cyano-2-methoxyphenyl)-N-(5-(4-(1-cyanocyclopropyl)phenyl)thiazolo[5,4-b]pyridin-2-yl)-6-methylnicotinamide